(4-methylcyclohexyl)-methylamine CC1CCC(CC1)NC